4-((1R,5S,8r)-3-azabicyclo[3.2.1]octan-8-yl)-2-(2,6-dioxopiperidin-3-yl)-5-fluoroisoindoline-1,3-dione [C@@H]12CNC[C@@H](CC1)C2C2=C1C(N(C(C1=CC=C2F)=O)C2C(NC(CC2)=O)=O)=O